methyl-4-(2-(1,2-difluoroethyl)-3-fluorophenyl)-2-methyl-5-oxo-1,4,5,7-tetrahydrofuro[3,4-b]pyridine-3-carboxylate COC(=O)C=1C(C2=C(NC1C)COC2=O)C2=C(C(=CC=C2)F)C(CF)F